C1CCC2=C(C=3CCCC3C=C12)NC(=O)NS(=O)(=O)C=1C=C(C(=O)OC)C=CN1 Methyl 2-(N-(1,2,3,5,6,7-hexahydro-s-indacen-4-ylcarbamoyl)sulfamoyl)isonicotinate